tert-Butyl 6-fluoro-7-(hydroxymethyl)-3,4-dihydro-(1H)-isoquinoline-2-carboxylate tert-Butyl-6-fluoro-7-(hydroxymethyl)-3,4-dihydro-(1H)-isoquinoline-2-carboxylate C(C)(C)(C)OC(=O)N1CC2=CC(=C(C=C2CC1)F)CO.FC=1C=C2CCN(CC2=CC1CO)C(=O)OC(C)(C)C